tert-butyl ((4-((2-((tert-butyl(methyl)amino)methyl)-6-fluorobenzyl)amino)-2,6-difluorophenyl)sulfonyl)(thiazol-4-yl)carbamate C(C)(C)(C)N(C)CC1=C(CNC2=CC(=C(C(=C2)F)S(=O)(=O)N(C(OC(C)(C)C)=O)C=2N=CSC2)F)C(=CC=C1)F